7,10-diethyl-5,8-dimethyl-tetradecane C(C)C(CC(CCCC)C)C(CC(CCCC)CC)C